Sodium Vanadium Phosphate P(=O)([O-])([O-])[O-].[V+5].[Na+].P(=O)([O-])([O-])[O-]